C(C)C1(C(C(C1O)(CCC(C)C)CC)O)CCC(C)C 2,4-diethyl-2,4-diisoamylcyclobutane-1,3-diol